4-chloro-5,6-dihydro-2H-pyran-3-carbaldehyde ClC1=C(COCC1)C=O